4,5,6,7-tetrahydro-5-[6-methyl-2-(1-methylpropyl)-4-pyrimidinyl]-thiazolo[5,4-c]pyridine CC1=CC(=NC(=N1)C(CC)C)N1CC2=C(CC1)N=CS2